C(C)(C)(C)C1=CC=C(/C=C/C2=C(C#N)C=CC(=C2)F)C=C1 (E)-2-(4-tert-butylstyryl)-4-fluorobenzonitrile